N-(4-cyclohexylphenyl)-N-(3'',5',5''-tri-t-butyl-1,1':3',1''-terphenyl-4-yl)-9,9-dimethyl-9H-fluoren-2-amine C1(CCCCC1)C1=CC=C(C=C1)N(C1=CC=2C(C3=CC=CC=C3C2C=C1)(C)C)C1=CC=C(C=C1)C1=CC(=CC(=C1)C(C)(C)C)C1=CC(=CC(=C1)C(C)(C)C)C(C)(C)C